ethyl-N-(trifluoro-sulfanyl)ethanamine C(C)C(C)NS(F)(F)F